C1(CCCC1)[C@@H](C(=O)O)NC (S)-2-cyclopentyl-2-(methylamino)acetic acid